Tert-butyl [(1S,3R)-3-(methylamino)cyclopentyl]carbamate CN[C@H]1C[C@H](CC1)NC(OC(C)(C)C)=O